(R)-4-((1-((tert-butyldimethylsilyl)oxy)-2-methylhex-2-yl)amino)-2-chloro-1,5-naphthyridine-3-carboxylic acid ethyl ester C(C)OC(=O)C=1C(=NC2=CC=CN=C2C1N[C@@](CO[Si](C)(C)C(C)(C)C)(CCCC)C)Cl